1-(1H-imidazol-2-yl)propan-1-one N1C(=NC=C1)C(CC)=O